CC1=CC(=NC(=N1)C1=NC=CC=N1)N1CC2(C=3C=NC(=CC31)NC(C)=O)CC2 N-(1'-(6-methyl-[2,2'-bipyrimidin]-4-yl)-1',2'-dihydrospiro[cyclopropane-1,3'-pyrrolo[3,2-c]pyridin]-6'-yl)acetamide